C(C(C)C)N1C(N(C(C=2C1=CNC2C(=O)O)=O)C)=O 1-isobutyl-3-methyl-2,4-dioxo-2,3,4,6-tetrahydro-1H-pyrrolo[3,4-d]Pyrimidine-5-carboxylic acid